N,N-dimethyl-ethanediamine CN(C(C)N)C